BrC=1C(=CC(=C(C1)NC(=O)N1[C@H]2CC[C@@H]1CC=1C(=NC=CC12)F)F)C(F)(F)F (5S,8R)-N-(5-bromo-2-fluoro-4-(trifluoromethyl)phenyl)-1-fluoro-6,7,8,9-tetrahydro-5H-5,8-epiminocyclohepta[c]pyridine-10-carboxamide